((3s,5s,7s)-adamantan-1-yl)-4-((17-azido-3,6,9,12,15-pentaoxaheptadecyl)oxy)-6-(4-methylpiperazin-1-yl)-1,3,5-triazin-2-amine formate salt C(=O)O.C12(CC3CC(CC(C1)C3)C2)NC2=NC(=NC(=N2)OCCOCCOCCOCCOCCOCCN=[N+]=[N-])N2CCN(CC2)C